The molecule is a 2'-deoxyribonucleoside 5'-diphosphate obtained by deprotonation of the diphosphate OH groups of 2'-deoxyadenosine 5'-diphosphate (dADP); major species at pH 7.3. It has a role as a human metabolite and a Saccharomyces cerevisiae metabolite. It is a conjugate base of a dADP. C1[C@@H]([C@H](O[C@H]1N2C=NC3=C(N=CN=C32)N)COP(=O)([O-])OP(=O)([O-])[O-])O